N5-ethyl-7-fluoro-N5-Phenyl-[1,2,4]triazolo[4,3-a]quinazoline-5,8-diamine C(C)N(C1=NC=2N(C3=CC(=C(C=C13)F)N)C=NN2)C2=CC=CC=C2